2-(cyclopropylmethoxy)-5-nitro-pyridine C1(CC1)COC1=NC=C(C=C1)[N+](=O)[O-]